COCC=C1C[C@@H]2CCC(N2C1)=O (S)-2-(2-methoxyethylidene)-5-oxotetrahydro-1H-pyrrolizine